Cl.C(C)(=O)O.C(C)(=O)O.C1(=CC=CC=C1)O.C1(=CC=CC=C1)O diphenol diacetate hydrochloride